4-Isopropylthio-1-beta-D-ribofuranosyl-1H-pyrazolo[3,4-D]pyrimidine C(C)(C)SC1=C2C(=NC=N1)N(N=C2)[C@H]2[C@H](O)[C@H](O)[C@H](O2)CO